rel-(R)-3-[(5-fluoropyridin-2-yl)methyl]-1-(4-5H,6H,7H,8H-imidazo[1,5-a]pyridine-8-ylphenyl)urea FC=1C=CC(=NC1)CNC(NC1=CC=C(C=C1)[C@@H]1C=2N(CCC1)C=NC2)=O |o1:17|